styrene butyl-acrylate C(CCC)OC(C=C)=O.C=CC1=CC=CC=C1